methyl (2RS)-2-[2-chloro-4-(4-chlorophenoxy)phenyl]-2-hydroxy-3-(1H-1,2,4-triazol-1-yl)propanoate ClC1=C(C=CC(=C1)OC1=CC=C(C=C1)Cl)[C@](C(=O)OC)(CN1N=CN=C1)O |r|